1,4-benzoquinone HCl Cl.C1(C=CC(C=C1)=O)=O